FC(C(=O)N1CCN(CC1)C(=O)N=[N+]=[N-])(F)F 4-(2,2,2-trifluoroacetyl)piperazine-1-carbonyl azide